FC1=NC(=C(C=C1B(O)O)B(O)O)F 2,6-Difluoropyridine-3,5-diboronic acid